7-fluoro-N-(5-(furo[3,2-b]pyridin-7-yl)-1H-pyrazol-3-yl)-5-(piperidin-4-yl)-5H-pyrrolo[2,3-b]pyrazin-3-amine FC1=CN(C2=NC(=CN=C21)NC2=NNC(=C2)C2=C1C(=NC=C2)C=CO1)C1CCNCC1